ClC1=C(C=CC=C1)SCCC(=O)O 3-(2-chlorophenylthio)propionic acid